4-(1-hydroxyethyl)-aniline OC(C)C1=CC=C(N)C=C1